C12(CC3CC(CC(C1)C3)C2)N2C(C(N(C(C2([2H])[2H])([2H])[2H])CCOC2=C3C(N(C(=NC3=CC=C2)C)C2C(NC(CC2)=O)=O)=O)([2H])[2H])([2H])[2H] 3-(5-(2-(4-((1s,3s)-adamantan-1-yl)piperazin-1-yl-2,2,3,3,5,5,6,6-d8)ethoxy)-2-methyl-4-oxoquinazolin-3(4H)-yl)piperidine-2,6-dione